CC=1N=C2N(C(C=3NC(=NC3N2C1)C=1C=NN(C1)CCC)=O)CCC 7-methyl-5-propyl-2-(1-propylpyrazol-4-yl)-3H-imidazo[2,1-b]purin-4-one